3-(1-ethyl-3-methyl-1H-pyrazol-5-yl)-4-fluoro-5H-pyrido[4,3-b]indole-8-carboxamide C(C)N1N=C(C=C1C1=C(C=2NC=3C=CC(=CC3C2C=N1)C(=O)N)F)C